2-ethylhexyl 3-(4-formyl-2-hydroxy-5-methyl-phenyl)sulfanylpropanoate C(=O)C1=CC(=C(C=C1C)SCCC(=O)OCC(CCCC)CC)O